(2,2-difluoroethoxy)-2,5-difluoro-aniline FC(CONC1=C(C=CC(=C1)F)F)F